3-(4-(ethylsulfonyl)phenyl)propanoic acid methyl ester COC(CCC1=CC=C(C=C1)S(=O)(=O)CC)=O